N[C@@H](C(C)C)C(=O)O[C@H]1C[C@H](CC1)NCC=1SC(=CC1)C1=CC(=CC=C1)[C@@H](C)NC(C1=C(C=CC(=C1)OC1CNC1)C)=O (1R,3S)-3-(((5-(3-((R)-1-(5-(azetidin-3-yloxy)-2-methylbenzamido) ethyl)phenyl)thiophen-2-yl)methyl)amino)cyclopentyl L-valinate